(S)-1-(4-fluorophenyl)-N-(cis-3-(methylamino)cyclobutyl)-3,4-dihydroisoquinoline-2(1H)-carboxamide hydrochloride Cl.FC1=CC=C(C=C1)[C@@H]1N(CCC2=CC=CC=C12)C(=O)N[C@@H]1C[C@@H](C1)NC